5-tert-butyl-2-phenyl-6-methylbenzo[d]Oxazole C(C)(C)(C)C=1C(=CC2=C(N=C(O2)C2=CC=CC=C2)C1)C